ClC=1N=CC2=C(N1)NC=C2 Chloro-7H-pyrrolo[2,3-d]pyrimidine